CIS-8-Dimethylamino-8-[3-(methoxymethyloxy)-phenyl]-3-[(4-methoxyphenyl)-methyl]-1,3-diazaspiro[4.5]decan-2-one CN(C1(CCC2(CN(C(N2)=O)CC2=CC=C(C=C2)OC)CC1)C1=CC(=CC=C1)OCOC)C